tert-butyl 3-(5-fluoro-1,3-dioxoisoindolin-2-yl)-2-oxopiperidine-1-carboxylate FC=1C=C2C(N(C(C2=CC1)=O)C1C(N(CCC1)C(=O)OC(C)(C)C)=O)=O